COC1=C(CN2C(N(C3=C2C=C(C=C3)C)C(=O)OC(C)(C)C)=O)C=CC=C1 tert-butyl 3-(2-methoxybenzyl)-5-methyl-2-oxo-2,3-dihydro-1H-benzo[d]imidazole-1-carboxylate